FC(C1=NN=C(O1)C1=CC(=C(C=C1)CN(C(=O)N1CCSCC1)C1=CC=C(C=C1)F)F)F N-[[4-[5-(difluoromethyl)-1,3,4-oxadiazol-2-yl]-2-fluoro-phenyl]methyl]-N-(4-fluorophenyl)thiomorpholin-4-carboxamide